COC[C@@H]1CCC2=CC=3CCCC3C(=C12)NC(=O)N=S(=O)(N)C=1C=NN2C1OC(C2)C N'-(((R)-3-(methoxymethyl)-1,2,3,5,6,7-hexahydro-s-indacen-4-yl)carbamoyl)-2-methyl-2,3-dihydropyrazolo[5,1-b]oxazole-7-sulfonimidamide